COC1=CC2=C([Se]C(=C2)C(CC(C(=O)O)C(C)C)=O)C=C1OC 4-(5,6-dimethoxybenzo[b]selenophen-2-yl)-2-isopropyl-4-oxo-butanoic acid